4,4'-bis(4-hydroxy-3-carboxy-phenylazo)benzidine-2,2'-disulfonic acid OC1=C(C=C(C=C1)N=NC1(C=C(C(C=C1)=C1C(=CC(N)(C=C1)N=NC1=CC(=C(C=C1)O)C(=O)O)S(=O)(=O)O)S(=O)(=O)O)N)C(=O)O